BrC=1C=C(C=CC1I)N1C2=CC=CC=C2SC=2C=CC=CC12 10-(3-bromo-4-iodophenyl)-10H-phenothiazine